5-(3-morpholino-5-(phenylsulfonyl)phenyl)-4-(trifluoromethyl)pyrimidin-2-amine O1CCN(CC1)C=1C=C(C=C(C1)S(=O)(=O)C1=CC=CC=C1)C=1C(=NC(=NC1)N)C(F)(F)F